C1(CC(C(CC1)C(C)C)OC(CC(C)O)=O)C 3-hydroxybutyric acid (-)-menthyl ester